[(3R)-5-bromo-3,4-dihydroisoquinolin-3-yl]methoxy-tertbutyl-dimethyl-silane BrC1=C2C[C@@H](N=CC2=CC=C1)CO[Si](C)(C)C(C)(C)C